C(C(C)C)[C@@H]1OCC[C@](C1)(O)C trans-tetrahydro-2-isobutyl-4-methylpyran-4-ol